C(C=C)OC1=NN=C(S1)N 5-(allyl)oxy-1,3,4-thiadiazol-2-amine